6-bromo-benzo[d]thiazol-2-amine BrC1=CC2=C(N=C(S2)N)C=C1